1-(5-fluoro-3-pyridyl)ethanone tert-butyl-cyclopropyl(4-(7-((3-(diethylamino)propyl)carbamoyl)benzo[d]imidazo[2,1-b]thiazol-2-yl)-2,5-difluorobenzyl)carbamate C(C)(C)(C)OC(N(CC1=C(C=C(C(=C1)F)C=1N=C2SC3=C(N2C1)C=CC(=C3)C(NCCCN(CC)CC)=O)F)C3CC3)=O.FC=3C=C(C=NC3)C(C)=O